1-((1R,5S,6s)-6-((4-amino-5-(3-methoxy-4-((6-methylpyridin-2-yl)oxy)phenyl)-7-(2-methoxyethyl)-7H-pyrrolo[2,3-d]pyrimidin-6-yl)ethynyl)-3-azabicyclo[3.1.0]hexan-3-yl)prop-2-en-1-one NC=1C2=C(N=CN1)N(C(=C2C2=CC(=C(C=C2)OC2=NC(=CC=C2)C)OC)C#CC2[C@@H]1CN(C[C@H]21)C(C=C)=O)CCOC